3,3-diaminobenzidine-tetrahydrochloride Cl.Cl.Cl.Cl.NC1(CC(=CC=C1N)C1=CC=C(N)C=C1)N